BrC=1C=C(C(=O)NC2=C(C=C(C(=C2)Cl)C(C#N)C2=CC=C(C=C2)Cl)C)C=CC1 3-bromo-N-(5-chloro-4-((4-chlorophenyl)(cyano)methyl)-2-methylphenyl)benzamide